7-hydroxy-8-(3-methylcyclohex-2-en-1-yl)-2-(2-oxopropyl)-5-pentyl-2-(p-tolyl)-4H-benzo[d][1,3]dioxin-4-one OC=1C=C(C2=C(OC(OC2=O)(C2=CC=C(C=C2)C)CC(C)=O)C1C1C=C(CCC1)C)CCCCC